CC1C(C(CC=C1)(C)C)C(C=CC)=O 1-(2,6,6-Trimethyl-3-cyclohexen-1-yl)-2-buten-1-on